tert-butyl (R)-3-(3-(4-(heptyloxy)-3-(trifluoromethyl)phenyl)-1,2,4-oxadiazol-5-yl)piperidine-1-carboxylate C(CCCCCC)OC1=C(C=C(C=C1)C1=NOC(=N1)[C@H]1CN(CCC1)C(=O)OC(C)(C)C)C(F)(F)F